FC(C)(F)C1=NC(=CC(=N1)NC1=CC(=NC=C1OCC)NC(COC)=O)C N-(4-((2-(1,1-difluoroethyl)-6-methylpyrimidin-4-yl)amino)-5-ethoxypyridin-2-yl)-2-methoxyacetamide